C(C)(C)C=1C(=CC(=C(C1)C1=NC(=CC(=N1)N)N)OC)N1CCC(CC1)N1CCN(CC1)C (5-isopropyl-2-methoxy-4-(4-(4-methylpiperazin-1-yl)piperidin-1-yl)phenyl)pyrimidine-4,6-diamine